butylidenebis(3-methyl-6-tert-butylphenol) C(CCC)(C1=C(C(=CC=C1C)C(C)(C)C)O)C1=C(C(=CC=C1C)C(C)(C)C)O